C(C)(C)(C)[C@@H]1CC=2C=C(C(=NC2C=2N1C=C(C(C2)=O)C(=O)O)C2CC2)OCCCOC (S)-6-(tert-butyl)-2-cyclopropyl-3-(3-methoxypropoxy)-10-oxo-5,10-dihydro-6H-pyrido[1,2-H][1,7]naphthyridine-9-carboxylic acid